FC(OC1=CC(=CC=2N(C(=NC21)CN2CCC(CC2)C2=NC(=CC=C2)OCC2=C(C=C(C=C2)C2COC2)F)C)C(=O)O)F (Difluoromethoxy)-2-((4-(6-((2-fluoro-4-(oxetan-3-yl)benzyl)oxy)pyridin-2-yl)piperidin-1-yl)methyl)-1-methyl-1H-benzo[d]imidazole-6-carboxylic acid